FC1=CC=C(C=NS(=O)(=O)C2CCOCC2)C=C1 N-(4-fluorobenzylidene)tetrahydro-2H-pyran-4-sulfonamide